ClC1=NC(=NC(=C1Cl)OC1CN(CCC1)C)N1CCOCC1 4-(4,5-dichloro-6-((1-methylpiperidin-3-yl)oxy)pyrimidin-2-yl)morpholine